[Pd].[Ag].[Sn] tin-silver-palladium